CC1=CC=C(C=C1)S(=O)(=O)[O-].C(C)C1=CC=C(C=C1)[I+]C1=CC=C(C=C1)CC bis(4-ethylphenyl)iodonium p-toluenesulfonic acid salt